trans-benzyl (2-(2,3-dihydrobenzo[b][1,4]dioxin-6-yl)-5-oxopyrrolidin-3-yl)carbamate O1C2=C(OCC1)C=C(C=C2)[C@@H]2NC(C[C@H]2NC(OCC2=CC=CC=C2)=O)=O